C1(CCCCC1)(CN)CN cyclohexanedi(methylamine)